2-(3-chlorophenyl)benzo[d][1,2]selenazole-3(2H)-one ClC=1C=C(C=CC1)N1[Se]C2=C(C1=O)C=CC=C2